N(C1=CC=CC=C1)C1=C(NC2=C1C(N(C=C2CC(F)(F)F)C)=O)C2=CC(=NC=C2)NC(C(CC(F)F)C2=CC=C(C=C2)F)=O N-{4-[3-Anilino-5-methyl-4-oxo-7-(2,2,2-trifluoroethyl)-4,5-dihydro-1H-pyrrolo[3,2-c]pyridin-2-yl]pyridin-2-yl}-4,4-difluoro-2-(4-fluorophenyl)butanamid